pentamethylcyclopentadienyl(1-pentyl-3,6,7,8-tetrahydro-as-indacenyl)hafnium CC1=C(C(=C(C1([Hf]C1=C(C2=C3CCCC3=CC=C2C1)CCCCC)C)C)C)C